tert-butyl (2-(3-(imino(2-isopropyl-2,3-dihydro-1H-pyrrolo[3,4-c]pyridinyl)methyl)thioureido)-5-(trifluoromethyl)pyridin-3-yl)(methyl)carbamate N=C(NC(NC1=NC=C(C=C1N(C(OC(C)(C)C)=O)C)C(F)(F)F)=S)C1N(CC=2C=NC=CC21)C(C)C